(rac)-2'-[6-amino-5-(trifluoromethyl)pyridin-3-yl]-N-[1-(pyridin-4-yl)cyclobutyl]-5',6'-dihydrospiro[pyrrolidine-3,4'-pyrrolo[1,2-b]pyrazole]-1-carboxamide NC1=C(C=C(C=N1)C=1C=C2N(N1)CC[C@]21CN(CC1)C(=O)NC1(CCC1)C1=CC=NC=C1)C(F)(F)F |r|